2',3',5'-triacetylinosine C(C)(=O)[C@@]1([C@@H](O[C@@H]([C@]1(O)C(C)=O)C(O)C(C)=O)N1C=NC=2C(O)=NC=NC12)O